tert-Butyl 6-[5-[(4-chloro-1-tetrahydropyran-2-yl-indazol-5-yl)amino]-1-methyl-1,2,4-triazol-3-yl]-3,4-dihydro-1H-isoquinoline-2-carboxylate ClC1=C2C=NN(C2=CC=C1NC1=NC(=NN1C)C=1C=C2CCN(CC2=CC1)C(=O)OC(C)(C)C)C1OCCCC1